C(CCCCCCCCCCC)[NH+]1C(N(CC1)CC1=CC=CC=C1)C 1-dodecyl-2-methyl-3-benzylimidazolinium